(S)-2-((R)-4,4-difluoro-3-(5-oxo-4-(2,2,2-trifluoroethyl)-4,5-dihydropyrazin-2-yl)piperidin-1-yl)-N-(5-fluoropyridin-2-yl)propanamide FC1([C@H](CN(CC1)[C@H](C(=O)NC1=NC=C(C=C1)F)C)C=1N=CC(N(C1)CC(F)(F)F)=O)F